NCCOCCOCCOCCOCCNC=1C=C(C=NC1)N1C[C@H](CCC1)C(=O)NC=1C=CC(N(C1)CC(=O)OCC)=O Ethyl 2-[5-[[(3S)-1-[5-[2-[2-[2-[2-(2-aminoethoxy)ethoxy]ethoxy]ethoxy]ethylamino]-3-pyridyl]piperidine-3-carbonyl]amino]-2-oxo-1-pyridyl]acetate